ICCOCCOCCOCCI 1-iodo-2-(2-(2-(2-iodoethoxy)ethoxy)ethoxy)ethane